β-Phenylethylphenylacetat C1(=CC=CC=C1)CCOC(CC1=CC=CC=C1)=O